FC1=C(C(=NN1C1=CC=C(C=C1)Cl)C(F)(F)F)C1=CC=CC=C1 5-fluoro-4-phenyl-1-(4-chlorophenyl)-3-trifluoromethyl-1H-pyrazole